O[C@@H]1[C@H](O[C@@H]([C@H]([C@@H]1O)O)CO)OCCN(C([C@H](CCC(=O)N(CCOC1OC(C(C(C1O)O)O)CO)CCO[C@H]1O[C@@H]([C@H]([C@@H]([C@@H]1O)O)O)CO)NC(OCC1=CC=CC=C1)=O)=O)CCO[C@H]1O[C@@H]([C@H]([C@@H]([C@@H]1O)O)O)CO Benzyl ((S)-1,5-bis(bis(2-(((2S,3S,4S,5S,6R)-3,4,5-trihydroxy-6-(hydroxymethyl) tetrahydro-2H-pyran-2-yl)oxy)ethyl)amino)-1,5-dioxopentan-2-yl)carbamate